nickel-cobalt-aluminium sulfate S(=O)(=O)([O-])[O-].[Al+3].[Co+2].[Ni+2]